C(CCC)C(C(=O)OC1CC(N(C(C1)(C)C)C)(C)C)(C(=O)OC1CC(N(C(C1)(C)C)C)(C)C)CC1=CC(=C(C(=C1)C(C)(C)C)O)C(C)(C)C bis(1,2,2,6,6-pentamethylpiperidin-4-yl) butyl(3,5-di-tert-butyl-4-hydroxybenzyl)malonate